C(CCC)(=O)OC(C)(C)CC1=CC=CC=C1 BENZYLDIMETHYLCARBINOL BUTYRATE